O=S1(CCC(CC1)C1=NN2C(N(C3=C(C2=O)CN(C3=O)C(C)C)CC(=O)NC3=NC=C(C=C3)F)=C1)=O 2-[2-(1,1-dioxotetrahydro-2H-thiopyran-4-yl)-5,8-dioxo-6-(propan-2-yl)-5,6,7,8-tetrahydro-4H-pyrazolo[1,5-a]pyrrolo[3,4-d]pyrimidin-4-yl]-N-(5-fluoropyridin-2-yl)acetamide